Cl.C(C)C=1C=CC(=NC1)CCOC1=CC=C(C[C@@H]2C(NC(S2)=O)=O)C=C1 |r| (±)-5-[4-[2-(5-ethyl-2-pyridyl)ethoxy]benzyl]thiazolidine-2,4-dione monohydrochloride